7-fluorobenzo[b]thiophene-3-carbonitrile di(2,2,2-Trifluoroacetic acid) salt FC(C(=O)O)(F)F.FC(C(=O)O)(F)F.FC1=CC=CC2=C1SC=C2C#N